ethylene bishydroxystearate OC(C(=O)O)(CCCCCCCCCCCCCCCC)O.C=C